ClC1=C(N=CN1C)C1=CC=C(C(=C1C=1N=C2N(C=CC(=C2)C(=O)OC)C1C#N)F)F Methyl 2-(6-(5-chloro-1-methyl-1H-imidazol-4-yl)-2,3-difluorophenyl)-3-cyanoimidazo[1,2-a]pyridine-7-carboxylate